(R)-N-(1-(1-(cyclohexylcarbonyl)-2,3-dihydro-1H-indol-5-yl)ethyl)-4-cyanobenzamide C1(CCCCC1)C(=O)N1CCC2=CC(=CC=C12)[C@@H](C)NC(C1=CC=C(C=C1)C#N)=O